4-bromo-5-ethyl-6,6-difluoro-1-(tetrahydro-2H-pyran-2-yl)-5,6,7,8-tetrahydro-1H-benzo[f]indazole BrC1=C2C=NN(C2=CC2=C1C(C(CC2)(F)F)CC)C2OCCCC2